2-((3,3-dibutyl-7-chloro-1,1-dioxido-5-phenyl-2,3,4,5-tetrahydro-1,5-benzothiazepin-8-yl)oxy)acetic acid C(CCC)C1(CS(C2=C(N(C1)C1=CC=CC=C1)C=C(C(=C2)OCC(=O)O)Cl)(=O)=O)CCCC